C1(CC1)C=1C(=NC(=NC1)NC=1C(=NN(C1)C1CN(CC1)C)C)NCCCN1C(CC1)=O 1-(3-((5-cyclopropyl-2-((3-methyl-1-(1-methylpyrrolidin-3-yl)-1H-pyrazol-4-yl)amino)pyrimidin-4-yl)amino)propyl)azetidin-2-one